2-[4-(2,7-diazaspiro[3.5]nonan-2-yl)phenoxy]-5-ethylsulfonyl-4-[2-[4-(2,7-diazaspiro[3.5]nonan-2-yl)phenoxy]-5-ethylsulfonyl-phenyl]-6-methyl-1H-pyrrolo[2,3-c]pyridin-7-one C1N(CC12CCNCC2)C2=CC=C(OC1=CC3=C(C(N(C(=C3C3=C(C=CC(=C3)S(=O)(=O)CC)OC3=CC=C(C=C3)N3CC4(C3)CCNCC4)S(=O)(=O)CC)C)=O)N1)C=C2